(2R,3R,4R,5R)-5-(6-amino-2-chloro-9H-purin-9-yl)-4-((tert-butyldimethylsilyl)-oxy)-2-(((4-methoxyphenyl)diphenylmethoxy)methyl)-tetrahydrofuran NC1=C2N=CN(C2=NC(=N1)Cl)[C@H]1[C@@H](C[C@@H](O1)COC(C1=CC=CC=C1)(C1=CC=CC=C1)C1=CC=C(C=C1)OC)O[Si](C)(C)C(C)(C)C